C(C)N(CCCOC1=C(C=O)C=CC=C1)CC (3-(diethylamino)propoxy)benzaldehyde